C1(CCCCC1)N(C(=O)C1=CC2=CC=C(C=C2C=C1)C(=O)N)C1CCCCC1 N,N-dicyclohexyl-2,6-naphthalenedicarboxamide